[(3aS,4R,6aR)-4-[(6-Bromo-3-pyridazinyl)amino]hexahydrocyclopenta[c]pyrrol-2(1H)-yl](1,3-dimethyl-1H-thieno[2,3-c]pyrazol-5-yl)methanone BrC1=CC=C(N=N1)N[C@@H]1CC[C@H]2CN(C[C@H]21)C(=O)C2=CC1=C(N(N=C1C)C)S2